C1(=CC=CC=C1)C1=CC=CC=C1.[N] nitrogen [1,1'-biphenyl]